FC1([C@H]2OC[C@@H](O[C@@H]12)COC1=CC=C(C=C1)C=1C=C(C(NC1C(F)(F)F)=O)C(=O)N)F 5-(4-(((1R,3R,6S)-7,7-difluoro-2,5-dioxabicyclo[4.1.0]heptan-3-yl)methoxy)phenyl)-2-oxo-6-(trifluoromethyl)-1,2-dihydropyridine-3-carboxamide